TETRAHYDRO-2H-PYRAN METHYL-2-OCTYNOATE COC(C#CCCCCC)=O.O1CCCCC1